CC1=C(C=CC=C1B1OC(C(O1)(C)C)(C)C)NC(=O)C1=NN2C([C@H](CCC2)N2CCC(CC2)C(=O)OC)=C1 (S)-methyl 1-(2-((2-methyl-3-(4,4,5,5-tetramethyl-1,3,2-dioxaborolan-2-yl)phenyl)carbamoyl)-4,5,6,7-tetrahydropyrazolo[1,5-a]pyridin-4-yl)piperidine-4-carboxylate